tetrahydroimidazo[1,2-a]pyridine-7-carboxylic acid N1CCN2C1=CC(=CC2)C(=O)O